C1(CC1)C1=NC=NC(=C1C1=NC=C(C(=N1)OCC1=CC=C(C=C1)C=1N(C=C(N1)C(F)(F)F)CC1CC1)OC)OC 2-(4-cyclopropyl-6-methoxy-pyrimidin-5-yl)-4-[[4-[1-(cyclopropylmethyl)-4-(trifluoromethyl)imidazol-2-yl]phenyl]methoxy]-5-methoxy-pyrimidine